2-((3S,7S)-12-(benzyloxy)-3-methyl-1,11-dioxo-10-((2,4,6-trifluorobenzyl)carbamoyl)-1,4,5,11-tetrahydro-3H-2,7-methanopyrido[1,2-a][1,4]diazonin-6(7H)-ylidene)acetate C(C1=CC=CC=C1)OC=1C(C(=CN2C1C(N1[C@H](CCC([C@H]2C1)=CC(=O)[O-])C)=O)C(NCC1=C(C=C(C=C1F)F)F)=O)=O